C1=C(C=CC2=CC=CC=C12)C=1C(OC2=CC(=CC=C2C1)OC(C)=O)=O 3-(2-naphthyl)-7-acetoxycoumarin